2-trimethylsilylethanol C[Si](CCO)(C)C